C1(CCCCC1)CNC(=O)C(C(CC)N(C=O)CC1CCN(CC1)C(=O)OC(C)(C)C)=O Tert-Butyl 4-[(N-{1-[(cyclohexylmethyl)carbamoyl]-1-oxobutan-2-yl} formamido)methyl]-piperidine-1-carboxylate